5-[2-[2-(3,4-dichlorophenyl)azepan-1-yl]-2-oxoethyl]-1-[(4-phenylphenyl)methyl]-pyrrolidin-2-on ClC=1C=C(C=CC1Cl)C1N(CCCCC1)C(CC1CCC(N1CC1=CC=C(C=C1)C1=CC=CC=C1)=O)=O